C(#N)CCN1N=C(C=C1)C1=C(C=NC(=C1)C1=CC=C(C=C1)F)CNC(C=C)=O N-((4-(1-(2-cyanoethyl)-1H-pyrazol-3-yl)-6-(4-fluorophenyl)pyridin-3-yl)methyl)acrylamide